Methyl (1-(6-(3,4-difluorophenyl)-4-(hydroxymethyl)pyridin-3-yl)-3-(1-methyl-1H-pyrazol-4-yl)piperidin-3-yl)carbamate FC=1C=C(C=CC1F)C1=CC(=C(C=N1)N1CC(CCC1)(C=1C=NN(C1)C)NC(OC)=O)CO